(3-fluoropyridin-4-yl)-N-[2-methyl-1-(morpholin-4-yl)propan-2-yl]-1,7-naphthyridin-4-amine FC=1C=NC=CC1C1=NC2=CN=CC=C2C(=C1)NC(CN1CCOCC1)(C)C